tert-butyl 2-(4-(4-((2,6-dioxopiperidin-3-yl)amino)phenyl)piperidin-1-yl)acetate O=C1NC(CCC1NC1=CC=C(C=C1)C1CCN(CC1)CC(=O)OC(C)(C)C)=O